N-[3-cyano-4-(trifluoromethyl)benzyl]isobutyramide C(#N)C=1C=C(CNC(C(C)C)=O)C=CC1C(F)(F)F